C(C)(=O)[C@@]1([C@@H](O[C@@H]([C@]1(O)C(C)=O)C(O)C(C)=O)C1=C(C(=O)O)C=CC=N1)O (2',3',5'-triacetyl-beta-D-ribofuranosyl)-nicotinic acid